FC1=CN=C(N1C)C1=CC=C(CN2C3=NC(=NC=C3NC2=O)C2=C(C=CC=C2)C(C)C)C=C1 9-(4-(5-fluoro-1-methyl-1H-imidazol-2-yl)benzyl)-2-(2-isopropylphenyl)-7,9-dihydro-8H-purin-8-one